C(CCCCCCCCCCC)C1=NC=CC=C1 Dodecylpyridine